3-Bromo-N-(1-hydroxy-4-methylpent-2-yl)picolinamide diethyl-pyridine-3,4-dicarboxylate C(C)OC(=O)C=1C=NC=CC1C(=O)OCC.BrC=1C(=NC=CC1)C(=O)NC(CO)CC(C)C